ClC1=CC(=C(C=C1)C1=CC=C(C=C1)N1CCN(CC1)CC1CC1)N1CC(CCC1)N1N=CC(=C1C(F)(F)F)C(=O)OCC Ethyl 1-[1-{4-chloro-4'-[4-(cyclopropylmethyl) piperazin-1-yl] [1,1'-biphenyl]-2-yl} piperidin-3-yl]-5-(trifluoromethyl)-1H-pyrazole-4-carboxylate